5-methyl-[1,2,4]triazolo[1,5-a]pyrimidin-7-amine CC1=NC=2N(C(=C1)N)N=CN2